4-methylphenylsulfonyloxyimino-α-(4-methoxyphenyl)acetonitrile CC1=CC=C(C=C1)S(=O)(=O)ON=C(C#N)C1=CC=C(C=C1)OC